1-((3aS,7aS)-1-(7H-pyrrolo[2,3-d]pyrimidin-4-yl)tetrahydro-1H-pyrrolo[2,3-c]pyridin-6(2H,7H,7aH)-yl)prop-2-en-1-one N1=CN=C(C2=C1NC=C2)N2CC[C@@H]1[C@H]2CN(CC1)C(C=C)=O